ClC=1C=C2C(=NC(=NC2=C(C1C1=C2C=NNC2=CC=C1C)OC1CCC1)OC[C@H]1N(CCC1)C)N1CCNCC1 6-chloro-8-cyclobutoxy-7-(5-methyl-1H-indazol-4-yl)-2-(((S)-1-methylpyrrolidin-2-yl)methoxy)-4-(piperazin-1-yl)quinazoline